N-(2-(benzyloxy)phenyl)-1,5,7-trimethyl-4-oxo-4,5-dihydro-1H-pyrrolo[3,2-c]pyridine-3-carboxamide C(C1=CC=CC=C1)OC1=C(C=CC=C1)NC(=O)C1=CN(C2=C1C(N(C=C2C)C)=O)C